COC(=O)C=1C=2C(=CN(C2C=CC1)CCC=C)C(C)=O 3-acetyl-1-(but-3-en-1-yl)-1H-indole-4-carboxylic acid methyl ester